CC1=NOC(=C1C=1C=C2C(=NC1)N(C=C2C2=C(C=C(C(=O)O)C=C2OCCC)OCCC)[C@@H](C)C2=NC=CC=C2)C (S)-4-(5-(3,5-dimethylisoxazol-4-yl)-1-(1-(pyridin-2-yl)ethyl)-1H-pyrrolo[2,3-b]pyridin-3-yl)-3,5-dipropoxybenzoic acid